ClC1=CC=NC2=CC=C(C=C12)C1=CC(=C(C(=O)N2CCN(CC2)C(=O)OC(C)(C)C)C=C1F)C tert-butyl 4-(4-(4-chloroquinolin-6-yl)-5-fluoro-2-methylbenzoyl)piperazine-1-carboxylate